BrCC1=CC(=CC=C1)CBr 1,3-bisbromomethylbenzene